C=1C2=C(COC1)C=1C=CC=3C=CC=CC3C1C=C2 phenanthro[1,2-c]pyran